methyl 1-[[3-[3-[3-amino-6-(2-hydroxyphenyl)pyridazin-4-yl]-3,8-diazabicyclo[3.2.1]octan-8-yl]phenyl]methyl]piperidine-4-carboxylate NC=1N=NC(=CC1N1CC2CCC(C1)N2C=2C=C(C=CC2)CN2CCC(CC2)C(=O)OC)C2=C(C=CC=C2)O